C(C1=CC=CC=C1)OC=1C(=C(NC)C=CC1)C=1NC=CN1 3-(benzyloxy)-2-(1H-imidazol-2-yl)-N-methylaniline